tetrahydrofuran-3-yl (1S,3aR,6aS)-1-(((S)-3-oxo-1-((S)-2-oxopyrrolidin-3-yl)-4-(trifluoromethoxy)butan-2-yl)carbamoyl)-hexahydrocyclopenta[c]-pyrrole-2(1H)-carboxylate O=C([C@H](C[C@H]1C(NCC1)=O)NC(=O)[C@H]1N(C[C@H]2[C@@H]1CCC2)C(=O)OC2COCC2)COC(F)(F)F